C[C@@]12C=CC[C@H]1[C@@H]1CC[C@H]3CC(CC[C@]3(C)[C@H]1CC2)=O 5α-androstan-16-en-3-one